FC(C(=O)O)(F)F.FC(C(=O)NC=1C=NC=C(C(=O)OC)C1)(F)F methyl 5-(2,2,2-trifluoroacetamido)nicotinate, trifluoroacetic acid salt